1-(11Z-eicosenoyl)-2-(13Z,16Z-docosadienoyl)-glycero-3-phosphoserine CCCCCCCC/C=C\CCCCCCCCCC(=O)OC[C@H](COP(=O)(O)OC[C@@H](C(=O)O)N)OC(=O)CCCCCCCCCCC/C=C\C/C=C\CCCCC